OC1CCC(CC1)NC(C1=CC(=CC=C1)NC1=CC=NC2=CC(=CC=C12)C(F)(F)F)=O N-(4-hydroxycyclohexyl)-3-[(7-trifluoromethylquinolin-4-yl)amino]Benzamide